3-(2-amino-2-oxoethyl)-1-((tert-butoxycarbonyl)amino)cyclobutanecarboxylic acid NC(CC1CC(C1)(C(=O)O)NC(=O)OC(C)(C)C)=O